FC1=C(C(=CC=C1)F)N1C(C2=CC=CC=C2C(=N1)C1=CC(=CC=C1)S(=O)(=O)CC)=O 2-(2,6-Difluorophenyl)-4-(3-(ethylsulfonyl)phenyl)phthalazin-1(2H)-one